N-(4'-fluoro-[1,1'-biphenyl]-3-yl)-N-methyl-8-nitro-[1,2,4]triazolo[4,3-a]quinazolin-5-amine FC1=CC=C(C=C1)C1=CC(=CC=C1)N(C1=NC=2N(C3=CC(=CC=C13)[N+](=O)[O-])C=NN2)C